O=C1CO[C@@H]2CN(C[C@@H]21)C(=O)OC(C)(C)C (3aS,6aS)-tert-butyl 3-oxotetrahydro-2H-furo[2,3-c]pyrrole-5(3H)-carboxylate